NC1=NC(=C(C=C1C=1C=C2CCNC(C2=CC1)=O)C1=CC=C(C=C1)[C@@]12CN(C[C@H]2C1)CCOC)F 6-(2-amino-6-fluoro-5-(4-((1R,5S)-3-(2-methoxyethyl)-3-azabicyclo[3.1.0]hexan-1-yl)phenyl)pyridin-3-yl)-3,4-dihydroisoquinolin-1(2H)-one